3,5-bis(triazol-1-yl)pyridine N1(N=NC=C1)C=1C=NC=C(C1)N1N=NC=C1